(S)-N-(1-(7-(8-ethynyl-7-fluoro-3-hydroxynaphthalen-1-yl)-8-fluoro-2-((tetrahydro-1H-pyrrolizin-7a(5H)-yl)methoxy)pyrido[4,3-d]pyrimidin-4-yl)azepan-3-yl)-2-fluoroacrylamide C(#C)C=1C(=CC=C2C=C(C=C(C12)C1=C(C=2N=C(N=C(C2C=N1)N1C[C@H](CCCC1)NC(C(=C)F)=O)OCC12CCCN2CCC1)F)O)F